C(C)N1N=C2N=C(C=NC2=C1)N[C@@H](C)C=1C=C(C=CC1C)NC(CC1=CC=C(C=C1)F)=O (S)-N-(3-(1-((2-ethyl-2H-pyrazolo[3,4-b]pyrazin-6-yl)amino)ethyl)-4-methylphenyl)-2-(4-fluorophenyl)acetamide